FC1=C2C(NC(=NC2=CC(=C1)OCC1CCN(CC1)C(=O)OC1=CC=C(C=C1)[N+](=O)[O-])CSC1CCOCC1)=O 4-nitrophenyl 4-(((5-fluoro-4-oxo-2-(((tetrahydro-2H-pyran-4-yl)thio)methyl)-3,4-dihydroquinazolin-7-yl)oxy)methyl)piperidine-1-carboxylate